tert-butyl-4-(4-(((R)-1-(3-(difluoromethyl)-2-fluorophenyl)ethyl)amino)-2,7-dimethyl-8-oxo-4a,7,8,8a-tetrahydropyrido[3,4-d]pyrimidin-6-yl)-3,6-dihydropyridine-1(2H)-carboxylate C(C)(C)(C)OC(=O)N1CCC(=CC1)C1=CC2C(N=C(N=C2N[C@H](C)C2=C(C(=CC=C2)C(F)F)F)C)C(N1C)=O